BrC=1C(=CC(=NC1)C(F)(F)F)NC(=S)N 1-(5-Bromo-2-(trifluoromethyl)pyridin-4-yl)thiourea